3-(5-(3-benzyl-3-azabicyclo[4.1.0]hept-6-yl)-1-oxoisoindolin-2-yl)piperidine-2,6-dione C(C1=CC=CC=C1)N1CC2CC2(CC1)C=1C=C2CN(C(C2=CC1)=O)C1C(NC(CC1)=O)=O